OC1=C(C(=CC(=C1CN(C(C)=O)C1=CC=CC=C1)CCCCC)O)C1=CC(=CC=C1)C N-((2,6-dihydroxy-3'-methyl-4-pentyl-[1,1'-biphenyl]-3-yl)methyl)-N-phenylacetamide